5-(difluoromethyl)-6-(2H-1,2,3-triazol-2-yl)pyridine-3-Amine FC(C=1C=C(C=NC1N1N=CC=N1)N)F